[Ir+3].C(C(C)(C)C)(=O)CC(C(C)(C)C)=O (dipivaloylmethan) iridium (III)